ClC=1C(=NC=C(C1)Cl)N1CCC(CC1)C(=O)NCC1=C(C(=C(C=C1)C(F)(F)F)C=1NC(C(=C(N1)C)F)=O)F 1-(3,5-dichloropyridin-2-yl)-N-[2-fluoro-3-(5-fluoro-4-methyl-6-oxo-1,6-dihydropyrimidin-2-yl)-4-(trifluoromethyl)benzyl]piperidine-4-carboxamide